NCC(=O)NCCC(=O)N1C2=C(C#CC3=C(C1)C=CC=C3)C=CC=C2 2-Amino-N-[3-(11,12-didehydrodibenz[b,f]azocine-5(6H)-yl)-3-oxopropyl]acetamide